CCCCC(=O)OC(C)(C)C1CCC(=CC1)C terpinyl valerate